[3-[5-(1-acetylazetidine-3-sulfonyl)-2-(difluoromethoxy)phenyl]-1-methyl-1H-pyrazol-4-yl]pyrazolo[1,5-a]pyrimidine-3-carboxamide C(C)(=O)N1CC(C1)S(=O)(=O)C=1C=CC(=C(C1)C1=NN(C=C1C1=NN2C(N=CC=C2)=C1C(=O)N)C)OC(F)F